2-hydroxy-3-methyl-2-butenoate OC(C(=O)[O-])=C(C)C